C(C)OC(=O)C1=CN(C2=CC=C(C=C2C1=O)N1CCNCC1)CC1CCC1 1-(Cyclobutylmethyl)-4-oxo-6-(piperazin-1-yl)-1,4-dihydroquinoline-3-carboxylic acid ethyl ester